1-(thiophen-2-yl-ethyl)guanidine S1C(=CC=C1)CCNC(=N)N